2-(2-hydroxy-5-sulfophenylazo)benzylidenehydrazinobenzoic acid OC1=C(C=C(C=C1)S(=O)(=O)O)N=NC1=C(C=NNC2=C(C(=O)O)C=CC=C2)C=CC=C1